di-thiolacrylamide S1SC(C=C1)C=CC(=O)N